FC(C(=O)NC=1C=C2C(=NC=NC2=CC1O[C@H]1CN(CC1)C1CN(C1)C)NC1=CC(=NC=C1)C1=C(C=CC=C1)F)=C (R)-2-fluoro-N-(4-((2-(2-fluorophenyl)pyridin-4-yl)amino)-7-((1-(1-methylazetidin-3-yl)pyrrolidin-3-yl)oxy)quinazolin-6-yl)acrylamide